12-(((7-diethylamino-coumarin-3-yl)carbonyl)methylamino)-octadecanoic acid C(C)N(C1=CC=C2C=C(C(OC2=C1)=O)C(=O)CNC(CCCCCCCCCCC(=O)O)CCCCCC)CC